FC1=C(C=CC=C1OC)C=1C(N(C(N(C1C)CC1=C(C=CC=C1C(F)(F)F)F)=O)CC(C1=CC=CC=C1)=O)=O 5-(2-fluoro-3-methoxyphenyl)-1-(2-fluoro-6-(trifluoromethyl)benzyl)-6-methyl-3-(2-oxo-2-phenylethyl)pyrimidine-2,4(1h,3h)-dione